2-(7-((2S,5R)-2,5-diethyl-4-(1-(pyrimidin-2-yl)ethyl)piperazin-1-yl)-4-methyl-5-oxo-4,5-dihydro-2H-pyrazolo[4,3-b]pyridin-2-yl)acetonitrile C(C)[C@@H]1N(C[C@H](N(C1)C(C)C1=NC=CC=N1)CC)C=1C=2C(N(C(C1)=O)C)=CN(N2)CC#N